C(#N)[C@H]1N(CCC1)C(CN1C[C@H](CC1)C=1N=C(C2=CC=CC=C2C1)C(=O)N)=O ((S)-1-(2-((S)-2-cyanopyrrolidin-1-yl)-2-oxoethyl)pyrrolidin-3-yl)isoquinoline-1-carboxamide